Butylene diphosphate O1P(OCCCC1)(=O)OP(=O)([O-])[O-]